(1E)-2-Fluoro-5-hydroxy-benzaldehyde oxime FC1=C(C=NO)C=C(C=C1)O